CCCCCCCCCCCCCCCCCC/C=C\OC[C@H](COP(=O)(O)OC[C@@H](C(=O)O)N)OC(=O)CCCCCCC/C=C\C/C=C\CCCC 1-(1Z-eicosenyl)-2-(9Z,12Z-heptadecadienoyl)-glycero-3-phosphoserine